O=C1NC(CCC1N1C(C2=CC=C(C=C2C1=O)N1CCC(CC1)CN1CCC(CC1)CC1CN(C1)C1=NC=CC(=C1)C1=NNC2=CC=C(C=C12)OC1(CC1)C)=O)=O 2-(2,6-dioxo-3-piperidyl)-5-[4-[[4-[[1-[4-[5-(1-methylcyclopropoxy)-1H-indazol-3-yl]-2-pyridyl]azetidin-3-yl]methyl]-1-piperidyl]methyl]-1-piperidyl]isoindoline-1,3-dione